CN(C)CCN1CCCCC1 N-Dimethylaminoethylpiperidine